3-chloro-4-{[(3,5-difluoropyridin-2-yl)oxy]methyl}-2'-[2-(2-hydroxypropan-2-yl)pyrimidin-4-yl]-5',6-dimethyl-[1,4'-bipyridin]-2-one ClC=1C(N(C(=CC1COC1=NC=C(C=C1F)F)C)C1=CC(=NC=C1C)C1=NC(=NC=C1)C(C)(C)O)=O